COC(CC1=C(C(=C(C=C1)Br)CC(=O)OC)C1=NC2=CC=CC=C2C(N1)=O)=O 2-(4(3H)-quinazolinone-yl)-4-bromo-1,3-benzenediacetic acid dimethyl ester